2,2',2'',2'''-(1,2-ethandiyldinitrilo)tetrakis[ethanol] neodecanoat C(CCCCCC(C)(C)C)(=O)OCCN(CCN(CCO)CCO)CCO